C(C=C(C)C)C1=C(C(=C(C=C1)O)CC=C(C)C)CC=C(C)C Triprenyl-Phenol